2-((2R)-2-hydroxy-3-{[4-(3-oxo-4-morpholinyl)phenyl]amino}propyl)-1H-isoindole-1,3(2H)-dione O[C@@H](CN1C(C2=CC=CC=C2C1=O)=O)CNC1=CC=C(C=C1)N1C(COCC1)=O